methyl (1r,4R)-4-(3-chloroanilino)-6'-formyl-2'-{(2R)-3-[(4-methoxyphenyl)methoxy]-2-methylpropyl}spiro[cyclohexane-1,1'-indene]-4-carboxylate ClC=1C=C(NC2(CCC3(C(=CC4=CC=C(C=C34)C=O)C[C@H](COCC3=CC=C(C=C3)OC)C)CC2)C(=O)OC)C=CC1